(2S,3S,4R,5R)-5-(6-((3-chlorobenzyl)amino)-2-(5-fluoropyridin-3-yl)-9H-purin-9-yl)-3,4-dihydroxyl-N-methyltetrahydrofuran-2-carboxamide ClC=1C=C(CNC2=C3N=CN(C3=NC(=N2)C=2C=NC=C(C2)F)[C@H]2[C@@H]([C@@H]([C@H](O2)C(=O)NC)O)O)C=CC1